[Si](C)(C)(C)C1=NNC=C1 TMSpyrazole